tert-butyl (6-(1-(1-methyl-1H-pyrazol-4-yl)cyclopropane-1-carbonyl)pyridin-3-yl)carbamate CN1N=CC(=C1)C1(CC1)C(=O)C1=CC=C(C=N1)NC(OC(C)(C)C)=O